6-methyl-5-trifluoromethylthionicotinate (Methyl 6-methyl-5-trifluoromethylthionicotinate) CC1=C(C(=S)O)C=C(C(=N1)C)C(F)(F)F.CC1=NC=C(C(=S)O)C=C1C(F)(F)F